hexamethyl-nitrilotriacetamide CC(C(N(C(C#N)=O)C(=O)C(C)(C)C)=O)(C)C